[N-]=[N+]=[N-] The molecule is a pseudohalide anion. It has a role as a mitochondrial respiratory-chain inhibitor. It is a conjugate base of a hydrogen azide.